methyl 4-amino-3-[(4,4-dimethyltetrahydrofuran-3-yl)amino]benzoate NC1=C(C=C(C(=O)OC)C=C1)NC1COCC1(C)C